C(=CC1=CC=CC=C1)S(=O)(=O)Cl beta-styrenesulfonyl chloride